IC1=CC(=C(C=C1)O)[N+](=O)[O-] 4-iodo-2-nitro-phenol